C(=O)C1=CC=C(C=C1)CCC(=O)O 3-(4-formyl-phenyl)-propionic acid